C(CCCCCCCCCCC)(=O)N[C@@H]([C@H](O)C)C(=O)O N-lauroyl-threonine